CC1=CC=C(O1)C=CC1=NC(=NC(=N1)C(Cl)(Cl)Cl)C(Cl)(Cl)Cl 2-[2-(5-methylfuran-2-yl)vinyl]-4,6-bis(tri-chloromethyl)-s-triazine